NC\C=C(\CS(=O)(=O)C1=C(OC=2C=C(C=CC2)S(=O)(=O)N(C)C)C=CC=C1)/F (Z)-3-(2-(4-amino-2-fluorobut-2-enylsulfonyl)phenoxy)-N,N-dimethylbenzenesulfonamide